(2S,6R)-2,6-dimethyl-4-(3-(1-methyl-1H-indazol-6-yl)imidazo[1,2-b]pyridazin-6-yl)morpholine C[C@H]1CN(C[C@H](O1)C)C=1C=CC=2N(N1)C(=CN2)C2=CC=C1C=NN(C1=C2)C